FC(C(=O)O)(F)F.N[C@H]1COCC[C@@H]1C1=C(C2=NC(=CC(=C2S1)NCC=1OC=CC1)Cl)Cl 2-((3R,4S)-3-aminotetrahydro-2H-pyran-4-yl)-3,5-dichloro-N-(furan-2-ylmethyl)thieno[3,2-b]pyridin-7-amine trifluoroacetate